tert-butyl (2-(1-(4-((2-amino-7H-pyrrolo[2,3-h]quinazolin-7-yl)methyl)benzyl)piperidin-4-yl)ethyl)carbamate NC1=NC2=C3C(=CC=C2C=N1)N(C=C3)CC3=CC=C(CN1CCC(CC1)CCNC(OC(C)(C)C)=O)C=C3